C(C)(C)(C)OC(=O)N1CC(CC1)C1=CC=2N=NC(=CC2N1C1CC1)C1=C(C=CC=C1)O 3-(5-cyclopropyl-3-(2-hydroxyphenyl)-5H-pyrrolo[3,2-c]pyridazin-6-yl)pyrrolidine-1-carboxylic acid tert-butyl ester